(2,2-diethoxyethyl) sulfide C(C)OC(CSCC(OCC)OCC)OCC